adipoyl-Coa C(CCCCC(=O)O)(=O)SCCNC(CCNC([C@@H](C(COP(OP(OC[C@@H]1[C@H]([C@H]([C@@H](O1)N1C=NC=2C(N)=NC=NC12)O)OP(=O)(O)O)(=O)O)(=O)O)(C)C)O)=O)=O